N1(N=CC=C1)CC=1C=CC(=NC1OC)C(=O)O 5-((1H-pyrazol-1-yl)methyl)-6-methoxypicolinic acid